COC=1C=C(C=C(C1)OC)C=1C=C(C=2N(C1)C=C(N2)C2=CC=C(C=C2)OCCOCCOCCOCCOCCO)C2=CC=C(C=C2)C(C)=O 1-(4-(6-(3,5-dimethoxyphenyl)-2-(4-((14-hydroxy-3,6,9,12-tetraoxatetradecyl)oxy)phenyl)imidazo[1,2-a]pyridin-8-yl)phenyl)ethan-1-one